[Cl-].O[C@@H](C[N+](C)(C)C)CC([O-])=O L-Carnitin chlorid